CC1=C(C=C(C=C1)C1=CC=C(C=C1)OCC(=O)N1CCN(CC1)C)NCCC 2-((4'-Methyl-3'-(propylamino)-[1,1'-biphenyl]-4-yl)oxy)-1-(4-methylpiperazin-1-yl)ethan-1-one